5-[4-(4-methoxypyrimidin-2-yl)-1,2,3-triazol-1-yl]-1-oxo-3H-isoindol-2-ylpiperidine-2,6-dione COC1=NC(=NC=C1)C=1N=NN(C1)C=1C=C2CN(C(C2=CC1)=O)N1C(CCCC1=O)=O